C(CC#CCCC)OC(CCC(=O)OCCCCCCN(CCCCCCCC(=O)OCCCCCCCCC)CCO)OCCC#CCCC nonyl 8-((6-((4,4-bis(hept-3-yn-1-yloxy)butanoyl)oxy)hexyl)(2-hydroxyethyl)amino)octanoate